ClC1=CC(=C(OC2=NC=C(C=N2)CO)C=C1)F (2-(4-chloro-2-fluorophenoxy)pyrimidine-5-yl)methanol